BrC=1C=CC=2N(C1)C(=CN2)C(CC(=O)OC)C2=CN=C(S2)NC([C@H](C2CCC(CC2)(F)F)NC(=O)OC(C)(C)C)=O Methyl 3-(6-bromoimidazo[1,2-a]pyridin-3-yl)-3-(2-((S)-2-((tert-butoxycarbonyl)amino)-2-(4,4-difluorocyclohexyl)acetylamino)thiazol-5-yl)propanoate